3-(Acryloyloxymethyl)oxetane C(C=C)(=O)OCC1COC1